4,8-dichloro-6-(trifluoromethyl)-1H-quinolin-2-one ClC1=CC(NC2=C(C=C(C=C12)C(F)(F)F)Cl)=O